C1(=CC(=CC(=C1)N)N)N 1,3,5-benzenetriamin